4-(6-Fluoroquinolin-4-yl)piperidine-1-carboxylic acid tert-butyl ester C(C)(C)(C)OC(=O)N1CCC(CC1)C1=CC=NC2=CC=C(C=C12)F